COC1=C(C=CC=C1)CC(=O)ONC(OCC(Cl)(Cl)Cl)=O 2,2,2-trichloroethyl (2-(2-methoxyphenyl)acetoxy)carbamate